CC1(CCO1)NC1CN(CC1)C=1N=NC(=CN1)C1=C(C=C(C=C1)C=1C=NNC1)O 2-(3-{3-[(4-methyl-oxetan-4-yl)amino]pyrrolidin-1-yl}-1,2,4-triazin-6-yl)-5-(1H-pyrazol-4-yl)phenol